SNCCCCC mercapto-1-pentylamine